6-(5-{(1S)-1-[3-chloro-5-(1,1,2,2-tetrafluoro-2-iodoethoxy)benzamido]ethyl}-1H-1,2,4-triazol-1-yl)pyrimidine-4-carboxamide ClC=1C=C(C(=O)N[C@@H](C)C2=NC=NN2C2=CC(=NC=N2)C(=O)N)C=C(C1)OC(C(I)(F)F)(F)F